CN1CCC(CC1)OC(CCCCCCC)=O octanoic acid N-methyl-4-piperidinyl ester